COC1=CC=C(CN(S(=O)(=O)CCCN(C(OC(C)(C)C)=O)C=2N=CC3=CC(=C(C=C3C2)C(F)(F)P(=O)(OCC)OCC)Br)CC2=CC=C(C=C2)OC)C=C1 tert-butyl (3-(N,N-bis(4-methoxybenzyl)sulfamoyl)propyl)(7-bromo-6-((diethoxyphosphoryl) difluoromethyl)isoquinolin-3-yl)carbamate